C1(=CC=CC=C1)C#CN1C=NC2=C1C=CC=C2 1-(2-phenylethynyl)-1H-benzimidazole